dimelamine triphosphate OP(O)(=O)OP(=O)(O)OP(=O)(O)O.N1=C(N)N=C(N)N=C1N.N1=C(N)N=C(N)N=C1N